C(#N)C=1C=C(C(=O)OC)C=CC1C1CC1 methyl 3-cyano-4-cyclopropylbenzoate